6-(4-acetylpiperazin-1-yl)pyridin C(C)(=O)N1CCN(CC1)C1=CC=CC=N1